(5-amino-1-((3aR,4R,6aR)-3,4-dihydroxyl-5-((phosphonooxy)methyl)tetrahydrofuran-2-yl)-1H-imidazole-4-carbonyl)-L-aspartic acid NC1=C(N=CN1C1OC([C@@H](C1O)O)COP(=O)(O)O)C(=O)N[C@@H](CC(=O)O)C(=O)O